C1=CC2=C3C(=C1)C(=O)N(C(=O)C3=CC(=C2N)S(=O)(=O)[O-])C4=CC(=C(C=C4)[O-])C(=O)O.[Na+].[Na+] The molecule is an organic sodium salt resulting from the formal condensation of Chrome fast yellow 8GL (acid form) with two equivalents of sodium hydroxide. It has a role as a fluorochrome and a histological dye. It contains a Chrome fast yellow 8GL(2-).